C(C)(C)(C)OC(=O)N1C[C@@H](N(CC1)C=1C2=C(N(C(N1)=O)C1=C(C=CC=C1C(C)C)CCCO)N=C(C(=C2)F)C=2C=CC=C1C=NNC21)C (S)-tert-butyl-4-(6-fluoro-1-(2-(3-hydroxypropyl)-6-isopropylphenyl)-7-(1H-indazol-7-yl)-2-oxo-1,2-dihydropyrido[2,3-d]pyrimidin-4-yl)-3-methylpiperazine-1-carboxylate